4-[(2R)-3-(3,4-dihydro-1H-isoquinolin-2-yl)-2-hydroxy-propyl]-8-(2,6-dimethylmorpholine-4-carbonyl)-2,3-dihydro-1,4-benzoxazepine-5-one C1N(CCC2=CC=CC=C12)C[C@H](CN1CCOC2=C(C1=O)C=CC(=C2)C(=O)N2CC(OC(C2)C)C)O